O1CCC(CC1)C1=CC=2N=CC=3C=CC(=CC3C2S1)C1=CN=CS1 2-(tetrahydro-2H-pyran-4-yl)-8-(thiazol-5-yl)thieno[3,2-c]isoquinoline